O=C1NC(CCC1N1C=C2C=CC(=CC2=C1)F)=O 2-(2,6-dioxo-piperidin-3-yl)-5-fluoro-isoindole